(2,4-pentanedione) titanium (IV) [Ti+4].CC(CC(C)=O)=O